C(=O)O.O=C1NC(CCC1NC(C1=C(C=C(C=C1)N1CCC(CC1)N1CCC(CC1)COC1=CC(=C2C(NC(=NC2=C1)CSC1CCOCC1)=O)F)F)=O)=O N-(2,6-dioxopiperidin-3-yl)-2-fluoro-4-(4-(((5-fluoro-4-oxo-2-(((tetrahydro-2H-pyran-4-yl)thio)methyl)-3,4-dihydroquinazolin-7-yl)oxy)methyl)-[1,4'-bipiperidin]-1'-yl)benzamide formate